FC=1C=CC(=C(C1)B(O)O)OC (5-Fluoro-2-methoxy-phenyl)boronic acid